2-Amino-3-cyclobutylpropionic acid tert-butyl ester C(C)(C)(C)OC(C(CC1CCC1)N)=O